(S)-1-(bis(4-fluorophenyl)methyl)-2-ethylpiperazine FC1=CC=C(C=C1)C(N1[C@H](CNCC1)CC)C1=CC=C(C=C1)F